2-methyl-2-[N-tert-butyl-N-(diethoxyphosphoryl-2,2-dimethylpropyl)aminoxy]propionic acid CC(C(=O)O)(C)ON(C(C(C)(C)C)P(=O)(OCC)OCC)C(C)(C)C